[Na+].OC(CC(=O)[O-])C(=O)[O-].[Na+] 3-hydroxysuccinic acid sodium salt